FC=1C=2N(C=C(C1)N(C(=O)C1=CC=C(C3=CN(N=C13)C)N1CCNCC1)C)C=C(N2)C N-{8-fluoro-2-methylimidazo[1,2-a]pyridin-6-yl}-N,2-dimethyl-4-(piperazin-1-yl)indazole-7-carboxamide